C1(CC1)C(=O)C=1N=C2N(N1)[C@H](C[C@H]2F)C2=CC=CC=C2 cyclopropyl-[(5R,7R)-7-fluoro-5-phenyl-6,7-dihydro-5H-pyrrolo[1,2-b][1,2,4]triazol-2-yl]methanone